5-(prop-1-en-1-yl)pyrimidin C(=CC)C=1C=NC=NC1